C1(=CC=C(C=C1)P(C1=CC=C(C=C1)C)(C1=CC=C(C=C1)C)C1=CC=C(C=C1)C)C tetra-p-tolylphosphine